ethyl 9-[4-(dimethylamino)-N-(7-ethoxy-6-fluoro-7-oxoheptyl)butanamido]-2-fluorooctadecanoate CN(CCCC(=O)N(CCCCCC(C(=O)OCC)F)C(CCCCCCC(C(=O)OCC)F)CCCCCCCCC)C